ONC(=N)C1=NC=C(N=C1NC1=CC=C(C=C1)C(F)(F)F)C N-hydroxy-5-methyl-3-[4-(trifluoromethyl)anilino]pyrazine-2-carboxamidine